NC1=C(C(=O)NC(C)C)C=C(C=N1)C1=C(C=C(C=C1)NC(C(C1=CC=CC=C1)O)=O)C 2-amino-5-(4-(2-hydroxy-2-phenylacetamido)-2-methylphenyl)-N-isopropylnicotinamide